2-{6-[5-chloro-2-(methylamino)pyrimidin-4-yl]-1-oxo-2,3-dihydro-1H-isoindol-2-yl}-N-[1-(3-fluoro-5-methylphenyl)-2-hydroxybutyl]acetamide ClC=1C(=NC(=NC1)NC)C1=CC=C2CN(C(C2=C1)=O)CC(=O)NC(C(CC)O)C1=CC(=CC(=C1)C)F